N-(2-((4-(2-((3-(1H-Imidazol-1-yl)benzyl)((1-methyl-1H-benzo[d][1,2,3]triazol-5-yl)methyl)amino)ethyl)phenyl)carbamoyl)-4,5-dimethoxyphenyl)-4-oxo-4H-chromene-2-carboxamide N1(C=NC=C1)C=1C=C(CN(CCC2=CC=C(C=C2)NC(=O)C2=C(C=C(C(=C2)OC)OC)NC(=O)C=2OC3=CC=CC=C3C(C2)=O)CC2=CC3=C(N(N=N3)C)C=C2)C=CC1